CN(CCOC(=O)C=1C=C2C(N(CC2=CC1)C=1C=C(C=CC1C(=O)O)C1=CC(=C(C=C1)F)F)=O)C 2-(4-Carboxy-3',4'-difluorobiphenyl-3-yl)-3-oxo-2,3-dihydro-1H-isoindole-5-carboxylic acid 2-dimethylamino-ethyl ester